C(C)(=O)N1CC2=CC(=CC(=C2C1)N1CCCC2=CC(=C(C=C12)C(F)F)C=1C(=NN(C1)C)C(=O)N(C)C)C1CC(NCC1)=O 4-{1-[2-acetyl-6-(2-oxopiperidin-4-yl)-1,3-dihydroisoindol-4-yl]-7-(difluoromethyl)-3,4-dihydro-2H-quinolin-6-yl}-N,N,1-trimethylpyrazole-3-carboxamide